BrC1=C(C=C2C(N(C(N(C2=C1)CC1=CC=C(C=C1)OC)=O)C)(C(F)(F)F)C#CC1CC1)Cl 7-bromo-6-chloro-4-(cyclopropylethynyl)-1-(4-methoxybenzyl)-3-methyl-4-(trifluoromethyl)-3,4-dihydroquinazolin-2(1H)-one